5-[(2R)-2-aminopropyl]-1-[3-(benzoyloxy)propyl]-2,3-dihydro-1H-indol-7-carbonitrile (2R,3R)-2,3-dihydroxybutanedioate O[C@@H](C(=O)O)[C@H](C(=O)O)O.N[C@@H](CC=1C=C2CCN(C2=C(C1)C#N)CCCOC(C1=CC=CC=C1)=O)C